O.S(C)(=O)(=O)O.CNC(CC1=CC=C(C=C1)C1=NC=CC=C1)=O N-methyl-2-[4-(2-pyridyl)phenyl]acetamide mesylate monohydrate